1,1'-(1,4-Butandiyl)bis-4-aza-1-azoniabicyclo-[2.2.2]octan C(CCC[N+]12CCN(CC1)CC2)[N+]21CCN(CC2)CC1